O(F)F.[V] Vanadium Oxyfluoride